2-(3-Bromophenyl)-1-phenyl-2,11-dihydroimidazo[1',5':1,2]pyrido[3,4-b]indol-4-ium chloride [Cl-].BrC=1C=C(C=CC1)N1C=[N+]2C(C=3NC4=CC=CC=C4C3C=C2)=C1C1=CC=CC=C1